N-[(2-chlorophenyl)methyl]-1-(2,4-difluorophenyl)-5-oxopyrrolidine-3-carboxamide ClC1=C(C=CC=C1)CNC(=O)C1CN(C(C1)=O)C1=C(C=C(C=C1)F)F